(2-Amino-5-bromophenyl)-[7-chloro-2-(oxan-2-yl)indazol-4-yl]methanone NC1=C(C=C(C=C1)Br)C(=O)C=1C2=CN(N=C2C(=CC1)Cl)C1OCCCC1